4-(1'-cyano-1',2',3',6'-tetrahydro-[2,4'-bipyridin]-5-yl)-6-(1-methyl-1H-pyrazol-4-yl)pyrazolo[1,5-a]pyridine-3-carbonitrile C(#N)N1CCC(=CC1)C1=NC=C(C=C1)C=1C=2N(C=C(C1)C=1C=NN(C1)C)N=CC2C#N